ClC=1C=C(C=2N(N1)C(=NN2)CC(C)C)Cl 6,8-dichloro-3-isobutyl-[1,2,4]triazolo[4,3-b]pyridazine